[(1R,2S,4R)-4-{[5-({5-chloro-4-[(1S)-1-(3-chlorophenyl)-1,3-dihydroxypropyl]-2-thienyl}carbonyl)pyrimidin-4-yl]amino}-2-hydroxycyclopentyl]methyl sulfamate S(N)(OC[C@@H]1[C@H](C[C@@H](C1)NC1=NC=NC=C1C(=O)C=1SC(=C(C1)[C@@](CCO)(O)C1=CC(=CC=C1)Cl)Cl)O)(=O)=O